CNCC1=CC(=NN1C1=CC=C(C(=O)OC)C=C1)C(F)(F)F methyl 4-(5-((methylamino)methyl)-3-(trifluoromethyl)-1H-pyrazol-1-yl)benzoate